CN1C(=NC=C1C(=O)OC(C)(C)C)CN1C[C@H](CC1)N1C(N(C=2C1=NC=CC2)C2=CC=C(C=C2)OC(F)(F)F)=O tert-Butyl (S)-1-methyl-2-((3-(2-oxo-1-(4-(trifluoromethoxy)phenyl)-1,2-dihydro-3H-imidazo[4,5-b]pyridin-3-yl)pyrrolidin-1-yl)methyl)-1H-imidazole-5-carboxylate